[N+](=O)([O-])S1(=CC=NC=C1)=O 1-nitro-1λ6-1,4-thiazin-1-one